ClC1=CC(=C(C=C1)O)NC=1C=NN(C1)C 4-chloro-2-((1-methyl-1H-pyrazol-4-yl)amino)phenol